C(=C)=C1C2C=CC(C1)C2 vinylidenenorbornene